(+/-)-{2-[(3,5-difluoro-4-{[3-(trifluoromethyl)-1H-pyrrolo[2,3-b]pyridin-4-yl]oxy}phenyl)amino]-5-fluoro-5,6-dihydro-4H-1,3-oxazin-5-yl}methanol FC=1C=C(C=C(C1OC1=C2C(=NC=C1)NC=C2C(F)(F)F)F)NC=2OC[C@](CN2)(F)CO |r|